ClC1=C(C=C(C(=C1)[N+](=O)[O-])N1CCC(CC1)CO)NC=1C=C2CCC(N(C2=CC1)C)=O 6-((2-Chloro-5-(4-(hydroxymethyl)piperidin-1-yl)-4-nitrophenyl)amino)-1-methyl-3,4-dihydroquinolin-2(1H)-one